C(C)(C)(C)N[Si](F)(F)NC(C)(C)C bis-t-butylamino-difluoro-silane